BrC=1C(=C(C(N(C1)C)=O)C)C 5-bromo-1,3,4-trimethylpyridin-2(1H)-one